C(C1=CC=CC=C1)N(C1=NC=2N(C(=C1)C=1C=NNC1)N=C(C2)C(=O)NC2=C(C=CC=C2)Cl)C 5-(benzyl(methyl)amino)-N-(2-chlorophenyl)-7-(1H-pyrazol-4-yl)pyrazolo[1,5-a]pyrimidine-2-carboxamide